C(CC)OC(CCCCCCC(CC)OC(C)=O)OCCC 10,10-dipropyloxy-3-acetyloxydecane